bis(((1S,2S,4S)-2-(methoxymethyl)-3-oxoquinuclidin-2-yl)methyl) 1,4-diazepane-1,4-dicarboxylate N1(CCN(CCC1)C(=O)OC[C@@]1(N2CCC(C1=O)CC2)COC)C(=O)OC[C@@]2(N1CCC(C2=O)CC1)COC